COC(=O)C1=C(NC2=CC=NC(=C2C1=O)C(N)=O)C=1C(=NC2=CC=CC=C2C1)C1CCC(CC1)(F)F 5-Carbamoyl-2-[2-(4,4-difluorocyclohexyl)-3-quinolinyl]-4-oxo-1H-1,6-naphthyridine-3-carboxylic acid methyl ester